zinc sulfur [S].[Zn]